hexaanimine osmium iodide [Os](I)(I)(I)I.C(CCCCC)=N